CC1C(C(CC1)N)N 3-methylcyclopentane-1,2-diamine